1-amino-5-isocyanonaphthalene NC1=CC=CC2=C(C=CC=C12)[N+]#[C-]